[N+](=O)([O-])C1=CC(=C(C=C1)N1CCC(CC1)C1CCN(CC1)C(=O)OC(C)(C)C)C(F)(F)F tert-butyl 4-[1-[4-nitro-2-(trifluoromethyl)phenyl]-4-piperidyl]piperidine-1-carboxylate